2-[4-[3-(3,4-Dihydroxyphenyl)prop-2-enoyl]phenyl]acetic acid OC=1C=C(C=CC1O)C=CC(=O)C1=CC=C(C=C1)CC(=O)O